N-((1,2,4-oxadiazol-3-yl)methyl)-4-(4-amino-6-(4-methacrylamido-phenyl)-7-methyl-7H-pyrrolo[2,3-d]pyrimidin-5-yl)-N-methylbenzamide O1N=C(N=C1)CN(C(C1=CC=C(C=C1)C1=C(N(C=2N=CN=C(C21)N)C)C2=CC=C(C=C2)NC(C(=C)C)=O)=O)C